6-(benzyloxy)-7-methoxy-1-{(E)-2-[2-methyl-5-(2-methylpyrimidin-5-yl)phenyl]ethenyl}-1,2,3,4-tetrahydroisoquinoline C(C1=CC=CC=C1)OC=1C=C2CCNC(C2=CC1OC)\C=C\C1=C(C=CC(=C1)C=1C=NC(=NC1)C)C